C(C)C1=C2C(=NC=C1C1=CC=3N(C=C1)N=CC3)NC=C2 5-(4-ethyl-1H-pyrrolo[2,3-b]pyridin-5-yl)pyrazolo[1,5-a]pyridin